N(=[N+]=[N-])\C(\C(=O)OCC)=C/C1=CN=C(S1)C=1C=NC=CC1 ethyl (Z)-2-azido-3-[2-(3-pyridyl)thiazol-5-yl]prop-2-enoate